CC1NCCN(C1)C(C(C)(C)C)=O 2-methyl-4-pivaloylpiperazin